C(C=C)(=O)OCC[N+](C)(C)C 2-(acryloyloxy)-N,N,N-trimethylethylammonium